C1(CC1)C#C[C@@]1(NC(NC2=CC(=C(C=C12)F)CN1N=C(C=C1)C#N)=O)C(C)(F)F (S)-1-((4-(cyclopropylethynyl)-4-(1,1-difluoroethyl)-6-fluoro-2-oxo-1,2,3,4-tetrahydroquinazolin-7-yl)methyl)-1H-pyrazole-3-carbonitrile